3-cyclobutyl-5-(2-methylsulfinylpyrimidin-4-yl)pyrazolo[1,5-a]pyrimidine C1(CCC1)C=1C=NN2C1N=C(C=C2)C2=NC(=NC=C2)S(=O)C